C(C=C)C1CC(N(C1)C(=O)OC(C)(C)C)(C)C tert-Butyl 4-allyl-2,2-dimethyl-pyrrolidine-1-carboxylate